ClC1=C2C(=NN(C2=CC=C1)S(=O)(=O)C1=CC=C(C=C1)C(C)(F)F)N1CC(C1)F 4-Chloro-1-[4-(1,1-difluoroethyl)phenyl]sulfonyl-3-(3-fluoroazetidin-1-yl)indazole